CSC1=NC=C(C=N1)B1OC(C(O1)(C)C)(C)C 2-(methylthio)-5-(4,4,5,5-tetramethyl-1,3,2-dioxaborolan-2-yl)pyrimidine